C(#N)[C@@]1(CC12CC2)C=2C=C1C=C(N=CC1=CC2)NC(CC=2C=NN(C2)C(F)F)=O (R)-N-(6-(1-cyanospiro[2.2]pentan-1-yl)isoquinolin-3-yl)-2-(1-(difluoromethyl)-1H-pyrazol-4-yl)acetamide